FC1(CN(CC1)CCN1C(CNCC1)=O)F 1-(2-(3,3-difluoropyrrolidin-1-yl)ethyl)piperazin-2-one